C1(=C(C=CC=C1)NC(=N)NC1=C(C=CC=C1)C)C 1,3-di-o-tolyl-guanidine